4-(5-chloro-2-((propan-2-yl-d7)amino)pyridin-4-yl)-N-(1-(3-chlorophenyl)-2-hydroxyethyl)-1H-pyrrole-2-carboxamide ClC=1C(=CC(=NC1)NC(C([2H])([2H])[2H])(C([2H])([2H])[2H])[2H])C=1C=C(NC1)C(=O)NC(CO)C1=CC(=CC=C1)Cl